N[C@H](C(=O)OC)[C@@](C)(C1=CC=CC=C1)NC(=O)OC(C)(C)C methyl (2S,3R)-2-amino-3-(tert-butoxycarbonylamino)-3-phenyl-butanoate